C([2H])([2H])([2H])C1=NC=CC(=N1)C(=O)N (methyl-d3)pyrimidine-4-carboxamide